NC1=NC=CC(=N1)C1=CNC2=C(C=CC=C12)Br 2-Amino-4-(7-bromo-1H-indol-3-yl)pyrimidine